OCC12N(CC(C1)(C2)COC2=CC(N1CCCC1=C2)=O)C(=O)OC(C)(C)C tert-butyl 1-(hydroxymethyl)-4-[(5-oxo-2,3-dihydro-1H-indolizin-7-yl)oxymethyl]-2-azabicyclo[2.1.1]hexane-2-carboxylate